C(CCCCC(=O)OC(C)(C)C)(=O)OCCl hexanedioic acid, 1-(chloromethyl) 6-(1,1-dimethylethyl) ester